rac-6-((3r,4r)-3,4-dimethylpyrrolidin-1-yl)quinoline-4-carboxylic acid C[C@H]1CN(C[C@@H]1C)C=1C=C2C(=CC=NC2=CC1)C(=O)O |r|